C(CCCCCCCC)C1=CC=C(OP2OCC3(CO2)COP(OC3)OC3=CC=C(C=C3)CCCCCCCCC)C=C1 3,9-bis(p-nonylphenoxy)-2,4,8,10-tetraoxa-3,9-diphosphaspiro[5.5]Undecane